2-azido-6-O-benzoyl-3,4-di-O-benzyl-2-deoxy-D-glucopyranose N(=[N+]=[N-])[C@H]1C(O)O[C@@H]([C@H]([C@@H]1OCC1=CC=CC=C1)OCC1=CC=CC=C1)COC(C1=CC=CC=C1)=O